O=C1NC(CCC1N1C(C2=CC=CC(=C2C1)SCCCCCCCN1CCN(CC1)C1=CC=C(C(=O)N2CCC(CC2)CCCCNC(\C=C\C=2C=NC=CC2)=O)C=C1)=O)=O (E)-N-(4-(1-(4-(4-(7-((2-(2,6-dioxopiperidin-3-yl)-1-oxoisoindolin-4-yl)thio)heptyl)piperazin-1-yl)benzoyl)piperidin-4-yl)butyl)-3-(pyridin-3-yl)acrylamide